CN(C1CCN(CC1)C1=C(C=C(C=C1)C(F)(F)F)SC1=NC=CC=N1)C N,N-dimethyl-1-(2-(pyrimidin-2-ylthio)-4-(trifluoromethyl)-phenyl)piperidin-4-amine